C1(=CC=CC=C1)P(C1=CC=CC=C1)OC(C)CC(CC(C)C)OP(C1=CC=CC=C1)C1=CC=CC=C1 6-methyl-2,4-heptanediol bis(diphenylphosphinite)